N1CC(C1)N1C2=NC(=NC(=C2N=C1)OCC1=CC=CC=C1)N1CCOCC1 4-(9-(azetidin-3-yl)-6-(benzyloxy)-9H-purin-2-yl)morpholine